3-(2-Methoxy-1-methyl-ethyl)sulfanyl-1-(2,4,4-trimethylcyclohex-2-en-1-yl)butan-1-one COCC(C)SC(CC(=O)C1C(=CC(CC1)(C)C)C)C